ANTI-FOLAT C(CC[C@@H](C(=O)O)NC(=O)C1=CC=C(NCC2=CN=C3N=C(N)NC(=O)C3=N2)C=C1)(=O)[O-]